(5-methyl-2-(4-methyl-1H-pyrazol-1-yl)phenyl)(2-((2-methylbenzo[d]thiazol-6-yl)methyl)pyrazolidin-1-yl)methanone CC=1C=CC(=C(C1)C(=O)N1N(CCC1)CC1=CC2=C(N=C(S2)C)C=C1)N1N=CC(=C1)C